Sodium (2S,5R)-7-oxo-2-(N-(2-(pyrimidin-2-yl)acetyl)carbamimidoyl)-1,6-diazabicyclo[3.2.1]octan-6-yl Sulfate S(=O)(=O)(ON1[C@@H]2CC[C@H](N(C1=O)C2)C(NC(CC2=NC=CC=N2)=O)=N)[O-].[Na+]